5-(2-chlorobenzoyl)amino-3-(1-propylpiperidin-4-yl)-1H-indole ClC1=C(C(=O)NC=2C=C3C(=CNC3=CC2)C2CCN(CC2)CCC)C=CC=C1